N-((4,6-dimethyl-2-oxo-1,2-dihydropyridin-3-yl)methyl)-3-(N-ethylcyclopropanecarboxamido)-2-methyl-5-(6-(4-methylhomopiperazin-1-yl)pyridin-3-yl)benzamide CC1=C(C(NC(=C1)C)=O)CNC(C1=C(C(=CC(=C1)C=1C=NC(=CC1)N1CCN(CCC1)C)N(C(=O)C1CC1)CC)C)=O